C(C)O[Zr] ethoxyzirconium